(S)-2-fluoro-3-methoxypropan-1-amine hydrochloride Cl.F[C@@H](CN)COC